S-(5-oxo-4,5-dihydro-1H-1,2,4-triazole-3-yl) thiocarboxylate C(=O)SC1=NNC(N1)=O